(R)-2,3-dimethyl-6-(6-(1-methyl-1H-pyrazol-4-yl)-5-oxa-8-azaspiro[3.5]non-8-yl)-8-(2,4,5-trifluorophenyl)pyrido[3,4-d]pyrimidin-4(3H)-one CC=1N(C(C2=C(N1)C(=NC(=C2)N2C[C@H](OC1(CCC1)C2)C=2C=NN(C2)C)C2=C(C=C(C(=C2)F)F)F)=O)C